6-chloro-3-((1-(2-(isoindolin-2-yl)-3,6-dimethyl-4-oxo-3,4-dihydroquinazolin-8-yl)ethyl)amino)picolinic acid ClC1=CC=C(C(=N1)C(=O)O)NC(C)C=1C=C(C=C2C(N(C(=NC12)N1CC2=CC=CC=C2C1)C)=O)C